O1CCC(=CC1)C1=NN2C(N(C(=C(C2=O)N2CCN(CC2)C2=NOC=C2O)CC)CC(=O)NC2=C(C=C(C=C2)C(F)(F)F)C)=N1 2-(2-(3,6-dihydro-2H-pyran-4-yl)-5-ethyl-6-(4-(4-hydroxyisoxazole-3-yl)piperazine-1-yl)-7-oxo-[1,2,4]triazolo[1,5-a]pyrimidin-4(7H)-yl)-N-(2-methyl-4-(trifluoromethyl)phenyl)acetamide